C(C)(C)(C)[C@H]1C[C@@H]2C([C@@](N1CC2)(COC)CO)=O (1S,2S,4R,6R)-6-(tert-butyl)-2-(hydroxymethyl)-2-(methoxymethyl)quinuclidin-3-one